[2-[3-(dimethylamino)anilino]-5,7-dihydropyrrolo[3,4-d]pyrimidin-6-yl]-(2-methoxyphenyl)methanone CN(C=1C=C(NC=2N=CC3=C(N2)CN(C3)C(=O)C3=C(C=CC=C3)OC)C=CC1)C